1-(2-aminoethyl)-3H-imidazol-2-one NCCN1C(NC=C1)=O